tert-butyl 5-fluoro-6-(pyrazolo[1,5-a]pyridin-3-yl)-5',6'-dihydro-[2,3'-bipyridine]-1'(2'H)-carboxylate FC=1C=CC(=NC1C=1C=NN2C1C=CC=C2)C=2CN(CCC2)C(=O)OC(C)(C)C